C(#N)CC1(CC1)NC([O-])=O (1-(cyanomethyl)cyclopropyl)carbamate